{5-[(3S)-3-{[(1R)-1-(naphthalen-1-yl)ethyl]amino}tetrahydro-1H-pyrrol-1-yl]-2-(phenyloxy)phenyl}ethanoic acid ethyl ester C(C)OC(CC1=C(C=CC(=C1)N1C[C@H](CC1)N[C@H](C)C1=CC=CC2=CC=CC=C12)OC1=CC=CC=C1)=O